NC=1C=2N(C=CN1)C(=NC2C2=C(C=C(C=C2)C(C)(O)C2=CC(=CC=C2)C(F)F)F)[C@H]2CN1C(CC[C@@H]1CC2)=O (6R,8aS)-6-[8-amino-1-(4-{1-[3-(difluoromethyl)phenyl]-1-hydroxyethyl}-2-fluorophenyl)imidazo[1,5-a]pyrazin-3-yl]hexahydroindolizin-3(2H)-one